C[Sn](C1=CC2=C(C=N1)C=NN2)(C)C 6-(trimethylstannyl)-1H-pyrazolo[4,3-c]pyridine